ClC=1C=CC2=C(SC(=C2)C(=O)OCC)C1 ethyl 6-chlorobenzo[b]thiophene-2-carboxylate